FC(OC1=CC=C(C=C1)C1=C2C(=NC(=C1)CN)OC=N2)(F)F [7-[4-(trifluoromethoxy)phenyl]oxazolo[5,4-b]pyridin-5-yl]methanamine